NCC(C1=CC=C(C=C1)C(F)(F)F)N1N=C(C(=C1)C1=C(C(=NC=C1)N)C1=CC=C(C=C1)Cl)C(F)(F)F 4-(1-{2-amino-1-[p-(trifluoromethyl)phenyl]ethyl}-3-(trifluoromethyl)-1H-pyrazol-4-yl)-3-(p-chlorophenyl)-2-pyridylamine